2-methoxy-4-(2-nitrovinyl)phenyl D-glucopyranoside O(C1[C@H](O)[C@@H](O)[C@H](O)[C@H](O1)CO)C1=C(C=C(C=C1)C=C[N+](=O)[O-])OC